(1-naphthyl)-1,3-dimethoxypropane C1(=CC=CC2=CC=CC=C12)C(CCOC)OC